N-[3-[4-(7,7-difluoro-2-methylsulfinyl-5,6-dihydrocyclopenta[d]pyrimidin-4-yl)phenyl]-1-oxo-thietan-3-yl]-2,2,2-trifluoro-acetamide FC1(CCC2=C1N=C(N=C2C2=CC=C(C=C2)C2(CS(C2)=O)NC(C(F)(F)F)=O)S(=O)C)F